4-bromo-2-(triazol-2-yl)pyridine BrC1=CC(=NC=C1)N1N=CC=N1